BrC1=C(C=CC(=C1F)F)C1N=C(NC(=C1C(=O)OCC)[C@@H]1CC[C@H](CC1)C(=O)OC)C=1SC=CN1 (trans)-Ethyl 4-(2-bromo-3,4-difluorophenyl)-6-(4-(methoxycarbonyl)cyclohexyl)-2-(thiazol-2-yl)-1,4-dihydropyrimidine-5-carboxylate